4-fluoro-3-[2-(3-{[(2S)-pyrrolidin-2-yl]methoxy}pyridin-4-yl)-1H-pyrrolo[3,2-b]pyridin-3-yl]benzonitrile FC1=C(C=C(C#N)C=C1)C1=C(NC=2C1=NC=CC2)C2=C(C=NC=C2)OC[C@H]2NCCC2